C(=O)(OC(C)(C)C)N([C@@H](CCCCN)C(=O)O)C(=O)OC(C)(C)C di-Boc-lysine